C[SiH](C)C.C[SiH](C)C.[Sc] scandium bis(trimethylsilane)